4-{[(pyridin-3-yl)methyl](4-Fluorobenzyl)amino}furan N1=CC(=CC=C1)CN(C=1C=COC1)CC1=CC=C(C=C1)F